6-(4-(4-fluorophenyl)-1-(3-hydroxypropyl)-1H-imidazol-5-yl)imidazo[1,2-b]pyridazine-3-carboxamide FC1=CC=C(C=C1)C=1N=CN(C1C=1C=CC=2N(N1)C(=CN2)C(=O)N)CCCO